[4-(2-chlorophenyl)thiazol-2-yl]-2-morpholino-pyrimidine-5-carboxamide ClC1=C(C=CC=C1)C=1N=C(SC1)C1=NC(=NC=C1C(=O)N)N1CCOCC1